1,2,4-tris(mercaptoethylthio)benzene tert-butyl-(S)-(3-((tert-butyldimethylsilyl)oxy)-2-hydroxypropyl)carbamate C(C)(C)(C)N(C(O)=O)C[C@@H](CO[Si](C)(C)C(C)(C)C)O.SCCSC1=C(C=C(C=C1)SCCS)SCCS